2-(2-(cyclopropanesulfonamido)thiazol-4-yl)-N-(4-(6-(hydroxymethyl)pyrazin-2-yl)phenyl)-2-methylpropanamide C1(CC1)S(=O)(=O)NC=1SC=C(N1)C(C(=O)NC1=CC=C(C=C1)C1=NC(=CN=C1)CO)(C)C